[(triisopropylsilyl)oxy]azetidine C(C)(C)[Si](ON1CCC1)(C(C)C)C(C)C